C1(CC1)C1=NC=CC(=C1)N1CC(C1)CC(=O)N1CC=2N=C(N=C(C2C1C)OC)C#N 6-(2-(1-(2-Cyclopropylpyridin-4-yl)azetidin-3-yl)acetyl)-4-methoxy-5-methyl-6,7-dihydro-5H-pyrrolo[3,4-d]pyrimidine-2-carbonitrile